Methyl 2-({4H,5H,6H,7H,8H,9H-cycloocta[b]thiophen-2-ylformamido}methyl)-2,3-dihydro-1H-indene-2-carboxylate S1C2=C(C=C1C(=O)NCC1(CC3=CC=CC=C3C1)C(=O)OC)CCCCCC2